3-[5-[1-(2-fluoro-6-methyl-phenyl)-piperidin-4-yl]-6-oxo-7-(2-trifluoromethyl-benzyl)-4,5,6,7-tetrahydro-pyrazolo[3,4-d]pyrimidin-2-yl]-azetidin-1-carboxylic acid oxetan-3-yl ester O1CC(C1)OC(=O)N1CC(C1)N1N=C2N(C(N(CC2=C1)C1CCN(CC1)C1=C(C=CC=C1C)F)=O)CC1=C(C=CC=C1)C(F)(F)F